16-(1-(3-(9-(((2,5-dioxopyrrolidin-1-yloxy)carbonyl-oxy)-methyl)-7-sulfo-9H-fluoren-2-ylamino)-3-oxopropyl)-2,5-dioxopyrrolidin-3-ylthio)hexadecanoic acid O=C1N(C(CC1)=O)OC(=O)OCC1C2=CC(=CC=C2C=2C=CC(=CC12)NC(CCN1C(C(CC1=O)SCCCCCCCCCCCCCCCC(=O)O)=O)=O)S(=O)(=O)O